2-(1-(((2-azaspiro[3.5]non-7-yl)methyl)piperidin-4-yl)-6-methoxy-2H-indazol-5-yl)-6-(tri-fluoromethyl)pyridinecarboxamide C1NCC12CCC(CC2)CN2CCC(CC2)N2NCC1=CC(=C(C=C21)OC)C2(NC(=CC=C2)C(F)(F)F)C(=O)N